N-(4-(2,3-dihydrobenzo[b][1,4]dioxin-2-yl)-3-fluorophenyl)acrylamide O1C2=C(OCC1C1=C(C=C(C=C1)NC(C=C)=O)F)C=CC=C2